1-(2-(adamantan-1-yl)-2-(4-cyclopropyl-1H-1,2,3-triazol-1-yl)acetyl)-N-(1-(2-chloro-4-(4-methylthiazol-5-yl)phenyl)ethyl)-4-hydroxypyrrolidine-2-carboxamide C12(CC3CC(CC(C1)C3)C2)C(C(=O)N2C(CC(C2)O)C(=O)NC(C)C2=C(C=C(C=C2)C2=C(N=CS2)C)Cl)N2N=NC(=C2)C2CC2